BrC1=CSC2=C1OCC(C2)N(C(OC(C)(C)C)=O)CC2=C(C=C(C=C2)OC)OC tert-butyl N-(3-bromo-6,7-dihydro-5H-thieno[3,2-b]pyran-6-yl)-N-[(2,4-dimethoxyphenyl)methyl]carbamate